benzyl (R)-2-(((benzyloxy)carbonyl)amino)-3-(5,5'-difluoro-2'-methoxy-[1,1'-biphenyl]-3-carboxamido)propanoate C(C1=CC=CC=C1)OC(=O)N[C@@H](C(=O)OCC1=CC=CC=C1)CNC(=O)C=1C=C(C=C(C1)F)C1=C(C=CC(=C1)F)OC